NC=1C(=NN(C1)CCOCCOCCOCCOCCNC1=C2C(N(C(C2=CC=C1)=O)C1C(NC(CC1)=O)=O)=O)C(=O)N 4-Amino-1-[2-[2-[2-[2-[2-[[2-(2,6-dioxo-3-piperidyl)-1,3-dioxo-isoindolin-4-yl]amino]ethoxy]ethoxy]ethoxy]ethoxy]ethyl]pyrazole-3-carboxamide